2-[[[[4-[3-chloro-4-(cyclopropylcarbamoylamino)phenoxy]-7-methoxy-quinoline-6-carbonyl]amino]-(methoxymethyl)phosphoryl]amino]-2-methylpropionic acid ethyl ester C(C)OC(C(C)(C)NP(=O)(COC)NC(=O)C=1C=C2C(=CC=NC2=CC1OC)OC1=CC(=C(C=C1)NC(NC1CC1)=O)Cl)=O